NC1=NC=CC(=C1)NC1=CC=C(C=C1)NC(C1=CC=C(C=C1)NC1=CC=NC2=CC=C(C=C12)C#N)=O N-(4-((2-aminopyridin-4-yl)amino)phenyl)-4-((6-cyanoquinolin-4-yl)amino)benzamide